ClC=1N=C(C=2OCCN(C2N1)C)Cl 2,4-dichloro-8-methyl-7,8-dihydro-6H-pyrimido[5,4-b][1,4]oxazine